(R)-3-chloro-5-fluoro-2-methyl-4-(1-propioloylpiperidin-3-yl)-1H-indole-7-carboxamide ClC1=C(NC2=C(C=C(C(=C12)[C@@H]1CN(CCC1)C(C#C)=O)F)C(=O)N)C